(N-(2-(4-(4-oxo-3,4-dihydrophthalazin-1-yl)phenyl)propan-2-yl)sulfamoyl)carbamic acid tert-butyl ester C(C)(C)(C)OC(NS(NC(C)(C)C1=CC=C(C=C1)C1=NNC(C2=CC=CC=C12)=O)(=O)=O)=O